C(#C)C=1N(C2=CC=C(C(=C2C1)C)CN1CCC2(CN(C2)C2=NC=NC3=CC=C(C=C23)CC(F)(F)F)CC1)CCCCN1CCNCC1 4-(7-{[2-ethynyl-4-methyl-1-(4-piperazin-1-ylbutyl)-1H-indol-5-yl]methyl}-2,7-diazaspiro[3.5]non-2-yl)-6-(2,2,2-trifluoroethyl)quinazoline